ClC=1N=C(C2=C(N1)CC[S@]2=O)NCCN2C(C=CC=C2)=O (R)-1-(2-((2-chloro-5-oxido-6,7-dihydrothieno[3,2-d]pyrimidin-4-yl)amino)ethyl)pyridin-2(1H)-one